C(C)(C)C1CCCCC1 2-(1-isopropyl)cyclohexane